[Ru].CC1=C(C(=CC(=C1)C)C)N1C(N(CC1)C1=C(C=C(C=C1C)C)C)=C1C(C(C(CC1)(P(C1CCCCC1)C1CCCCC1)Cl)=CC1=CC=CC=C1)Cl [1,3-bis(2,4,6-trimethylphenyl)-2-imidazolidinylidene]dichloro(phenylmethylene)(tricyclohexylphosphine) ruthenium